2-(2-(5-bromopyrazolo[1,5-a]pyridine-3-carbonyl)2-azaspiro[3.3]hept-6-yl)-N-methylacetamide BrC1=CC=2N(C=C1)N=CC2C(=O)N2CC1(C2)CC(C1)CC(=O)NC